ClC1=C(C=C(C=N1)CC(C(C)(C)C)NC(OC(C)(C)C)=O)O tert-Butyl (1-(6-chloro-5-hydroxypyridin-3-yl)-3,3-dimethylbutan-2-yl)carbamate